C(C)(C)(C)OC(=O)N[C@H](C(=O)OCC#N)CC=1N=CC=2N(C1)C=C(N2)C(N)=O cyanomethyl (S)-2-((tert-butoxycarbonyl)amino)-3-(2-carbamoylimidazo[1,2-a]pyrazin-6-yl)propanoate